(2S,3S,4S,5R)-3-[(tert-butyldimethylsilyl)oxy]-5-(2,4-dioxo-3H-pyrimidin-1-yl)-4-methoxyoxolane-2-carbaldehyde [Si](C)(C)(C(C)(C)C)O[C@@H]1[C@H](O[C@H]([C@H]1OC)N1C(NC(C=C1)=O)=O)C=O